4'-((1s,4s)-4-fluorocyclohexyl)-5-((1-methylpiperidin-4-yl)oxy)-N6'-(2-(1-(2,2,2-trifluoroethyl)-1H-pyrazol-4-yl)pyrimidin-4-yl)-[2,3'-bipyridine]-4',6'-diamine FC1CCC(CC1)C1(C(=CN=C(C1)NC1=NC(=NC=C1)C=1C=NN(C1)CC(F)(F)F)C1=NC=C(C=C1)OC1CCN(CC1)C)N